NC1=NC=NN2C1=C(C=C2C=2C=C(C(=C(C(=O)N[C@@H]1CN(C[C@@H]1F)C(=O)C1C(C1)(F)F)C2)Cl)C)C(F)(F)F 5-[4-amino-5-(trifluoromethyl)pyrrolo[2,1-f][1,2,4]triazin-7-yl]-2-chloro-N-[(3R,4S)-1-(2,2-difluorocyclopropanecarbonyl)-4-fluoropyrrolidin-3-yl]-3-methylbenzamide